C(C)C(=O)[C@@H](O)[C@@H](O)[C@H](O)[C@H](O)CO ethylmannose